CC1=C(C=CC(=C1)B1OC(C(O1)(C)C)(C)C)[C@@H](C)NC(=O)C1=NC(=NO1)C1(CC1)C (R)-N-(1-(2-methyl-4-(4,4,5,5-tetramethyl-1,3,2-dioxaborolan-2-yl)phenyl)ethyl)-3-(1-methylcyclopropyl)-1,2,4-oxadiazole-5-carboxamide